4-(4-chlorophenoxy)-1,2-dimethylbenzene ClC1=CC=C(OC2=CC(=C(C=C2)C)C)C=C1